bis(2-aminoethyl) (Z)-octadec-9-enyl phosphate P(=O)(OCCN)(OCCN)OCCCCCCCC\C=C/CCCCCCCC